CC1=CN(C(=O)NC1=O)[C@H]2C[C@@H]([C@H](O2)COP(=O)(O)O[C@H]3C[C@@H](O[C@@H]3COP(=O)(O)O[C@H]4C[C@@H](O[C@@H]4COP(=O)(O)O[C@H]5C[C@@H](O[C@@H]5COP(=O)(O)O[C@H]6C[C@@H](O[C@@H]6COP(=O)(O)O[C@H]7C[C@@H](O[C@@H]7COP(=O)(O)O[C@H]8C[C@@H](O[C@@H]8COP(=O)(O)O[C@H]9C[C@@H](O[C@@H]9COP(=O)(O)O[C@H]1C[C@@H](O[C@@H]1COP(=O)(O)O[C@H]1C[C@@H](O[C@@H]1COP(=O)(O)O[C@H]1C[C@@H](O[C@@H]1COP(=O)(O)O[C@H]1C[C@@H](O[C@@H]1COP(=O)(O)O[C@H]1C[C@@H](O[C@@H]1CO)N1C=NC2=C1N=C(NC2=O)N)N1C=NC2=C1N=C(NC2=O)N)N1C=C(C(=O)NC1=O)C)N1C=C(C(=O)NC1=O)C)N1C=NC2=C1N=C(NC2=O)N)N1C=NC2=C1N=C(NC2=O)N)N1C=C(C(=O)NC1=O)C)N1C=NC2=C1N=C(NC2=O)N)N1C=C(C(=O)NC1=O)C)N1C=NC2=C1N=C(NC2=O)N)N1C=NC2=C1N=C(NC2=O)N)N1C=C(C(=O)NC1=O)C)OP(=O)(O)OC[C@@H]1[C@H](C[C@@H](O1)N1C=NC2=C1N=C(NC2=O)N)OP(=O)(O)OC[C@@H]1[C@H](C[C@@H](O1)N1C=NC2=C1N=C(NC2=O)N)OP(=O)(O)O The molecule is a nucleic acid (single-stranded DNA) aptamer consisting of nine deoxyguanosine and six thymidine residues connected by 3'->5' phosphodiester linkages in the sequence G-G-T-T-G-G-T-G-T-G-G-T-T-G-G. One of a family of aptamers that bind to and lead to the neutralization of autoantibodies (AABs) that are directed against G-protein-coupled receptors (GPCR-AABs).